3-((2-(ethoxymethyl)-2-(2-(tetrahydro-thiophen-2-yl)ethyl)pyrrolidin-1-yl)methyl)pyridine HCl Cl.C(C)OCC1(N(CCC1)CC=1C=NC=CC1)CCC1SCCC1